2-((2-hydroxyethyl)amino)-1-(1H-pyrrolo[3,2-c]pyridin-3-yl)ethan-1-ol OCCNCC(O)C1=CNC2=C1C=NC=C2